2-chloro-N-[(3R,4S)-4-fluoro-1-(3,3,3-trifluoropropanoyl)pyrrolidin-3-yl]benzamide ClC1=C(C(=O)N[C@@H]2CN(C[C@@H]2F)C(CC(F)(F)F)=O)C=CC=C1